BrC1=C(C=C(C=C1)C=1C=C2C(=NC1)NC=C2C(C2=C(C(=CC=C2F)NS(N(C)CC)(=O)=O)F)=O)F 5-(4-bromo-3-fluoro-phenyl)-3-[3-[[ethyl(methyl)sulfamoyl]amino]-2,6-difluoro-benzoyl]-1H-pyrrolo[2,3-b]pyridine